6-(6-(tert-Butoxycarbonyl)-5-(1-((3-(2-((tert-Butoxycarbonyl)amino)ethoxy)-5,7-dimethyladamantan-1-yl)methyl)-5-methyl-1H-pyrazol-4-yl)pyridin-2-yl)isoquinoline-4-carboxylic acid C(C)(C)(C)OC(=O)C1=C(C=CC(=N1)C=1C=C2C(=CN=CC2=CC1)C(=O)O)C=1C=NN(C1C)CC12CC3(CC(CC(C1)(C3)C)(C2)C)OCCNC(=O)OC(C)(C)C